4-[2-(7-chloro-2,6-naphthyridin-1-yl)ethynyl]benzonitrile ClC1=NC=C2C=CN=C(C2=C1)C#CC1=CC=C(C#N)C=C1